C(C)(C)(C)C1=CC=C(C=C1)NC(=O)N1CCNCC1 N-(4-(tert-butyl)phenyl)piperazine-1-carboxamide